(2,6-Dimethoxyphenyl)-2-(6-ethoxypyridin-2-yl)-1H-imidazo[4,5-b]pyrazin-5-amine COC1=C(C(=CC=C1)OC)N1C(=NC=2C1=NC=C(N2)N)C2=NC(=CC=C2)OCC